tetrahydrofuranCarboxylic acid O1C(CCC1)C(=O)O